4-vinyloxybenzeneacetic acid ethyl ester C(C)OC(CC1=CC=C(C=C1)OC=C)=O